(R)-(2-(benzofuran-3-yl)-1-(2-oxo-2-(1,4-dioxa-8-azaSpiro[4.5]decane-8-yl)acetamido)ethyl)boronic acid O1C=C(C2=C1C=CC=C2)C[C@H](NC(C(N2CCC1(OCCO1)CC2)=O)=O)B(O)O